FC(OC1=CC=C(C=C1)S(=O)(=O)N1N=C2C(=C1)CN(C2)C([C@@H](CO)C2=CC=CC=C2)=O)F (2R)-1-{2-[4-(difluoromethoxy)benzenesulfonyl]-2H,4H,5H,6H-pyrrolo[3,4-c]pyrazol-5-yl}-3-hydroxy-2-phenylpropan-1-one